5-(2-Chlorobenzyl)-4-oxo-3-vinyl-4,5,6,7-tetrahydropyrazolo[1,5-a]pyrazine-2-carboxylic acid ClC1=C(CN2C(C=3N(CC2)N=C(C3C=C)C(=O)O)=O)C=CC=C1